OC(C)N1N=C(C(=C1[N+](=O)[O-])OC)[N+](=O)[O-] 1-hydroxyethyl-4-methoxy-3,5-dinitropyrazole